(2S,3S)-1-benzhydryl-3-(oxetan-3-yl)aziridine-2-carboxylic acid ethyl ester C(C)OC(=O)[C@H]1N([C@H]1C1COC1)C(C1=CC=CC=C1)C1=CC=CC=C1